FC1=C(C#N)C=CC(=C1)O[C@H]1CN(C[C@]1(CO)O)S(=O)(=O)C=1SC(=CC1)C(F)(F)F 2-fluoro-4-(((3S,4R)-4-hydroxy-4-(hydroxymethyl)-1-((5-(trifluoromethyl)thiophen-2-yl)sulfonyl)pyrrolidin-3-yl)oxy)benzonitrile